FC1=C(N)C=C(C(=C1)C)C=1C=C(C=2N(N1)C=C(N2)C)N2CCOCC2 2-fluoro-4-methyl-5-[2-methyl-8-(morpholin-4-yl)imidazo[1,2-b]pyridazin-6-yl]aniline